6-[(2S)-2-amino-3,3-dimethyl-butanoyl]-N-[(1S)-2-amino-1-[[(3R)-5,5-dimethyl-2-oxo-pyrrolidin-3-yl]methyl]-2-oxo-ethyl]-6-azaspiro[3.4]octane-7-carboxamide N[C@H](C(=O)N1CC2(CCC2)CC1C(=O)N[C@H](C(=O)N)C[C@H]1C(NC(C1)(C)C)=O)C(C)(C)C